(8-amino-6-fluoro-5-methoxy-1-oxo-1,2,3,4-tetrahydronaphthalen-2-yl)acetamide NC=1C=C(C(=C2CCC(C(C12)=O)CC(=O)N)OC)F